2-(Bis(4-methoxybenzyl)amino)-4-(butylamino)pyrimidin COC1=CC=C(CN(C2=NC=CC(=N2)NCCCC)CC2=CC=C(C=C2)OC)C=C1